FC1([C@@H](CN2C(N(CC[C@@H]21)C2=NOC1=C2C(=C(C=C1)F)C1=C(C=C(C=C1F)F)F)=O)NS(=O)(=O)CF)F N-{(4aR,6R)-5,5-difluoro-2-[5-fluoro-4-(2,4,6-trifluorophenyl)-1,2-benzoxazol-3-yl]-1-oxooctahydropyrrolo[1,2-c]pyrimidin-6-yl}-1-fluoromethanesulfonamide